ClC=1C=C(C=NC1N1N=CC=N1)NC(=O)C=1C=NN(C1C(F)(F)F)C1=C2C(=C(N=C1)C#N)SC=C2 N-(5-Chloro-6-(2H-1,2,3-triazol-2-yl)pyridin-3-yl)-1-(7-cyanothieno[2,3-c]-pyridin-4-yl)-5-(trifluoromethyl)-1H-pyrazol-4-carboxamid